4-((3-methoxypropyl)amino)-1-phenyl-7-(trifluoromethyl)quinazolin-2(1H)-one COCCCNC1=NC(N(C2=CC(=CC=C12)C(F)(F)F)C1=CC=CC=C1)=O